3-(diethyl(methyl)ammoniopropyl)-6-phenylphenanthridin-5-ium iodide [I-].C(C)C(CCC=1C=CC2=C3C=CC=CC3=C([NH+]=C2C1)C1=CC=CC=C1)([NH2+]C)CC.[I-]